7-cyclopropoxy-1-{[2-(trimethylsilyl)ethoxy]methyl}pyrrolo[2,3-c]pyridine-2-carboxylic acid C1(CC1)OC=1N=CC=C2C1N(C(=C2)C(=O)O)COCC[Si](C)(C)C